ClC1=NC=C(C(=C1)C1=C(C=NC(=C1)C)C(=O)NC=1SC=2N=C(N=CC2N1)N1CC2(C1)CC(C2)O)OC 2'-chloro-N-(5-{6-hydroxy-2-azaspiro[3.3]heptan-2-yl}-[1,3]thiazolo[5,4-d]pyrimidin-2-yl)-5'-methoxy-6-methyl-[4,4'-bipyridine]-3-carboxamide